NC1=C(C=C(C=N1)C=1C=C2N(N1)CC[C@]21CN(CC1)C(=O)NC(C)C)OC(C)C1=CC(=CC=C1)S(=O)(=O)C (3R)-2'-[6-amino-5-({1-[3-(methanesulfonyl)phenyl]ethyl}oxy)pyridin-3-yl]-N-(propan-2-yl)-5',6'-dihydrospiro[pyrrolidine-3,4'-pyrrolo[1,2-b]pyrazole]-1-carboxamide